4-hydroxy-N-[2-(4-methyl-1,4-diazepan-1-yl)-5-nitrophenyl]butanamide OCCCC(=O)NC1=C(C=CC(=C1)[N+](=O)[O-])N1CCN(CCC1)C